FC=1C(=NC(=NC1)NC1CCC(CC1)C(=O)O)C1=CC(=NC=C1)N1C(C=CC=C1)=O 4-[[5-fluoro-4-[2-(2-oxo-1-pyridyl)-4-pyridyl]pyrimidin-2-yl]amino]cyclohexanecarboxylic acid